2-((3'-(4-Cyano-2-fluorobenzyloxy)-2,4'-difluorobiphenyl-4-yl)methyl)-1-((tetrahydrofuran-2-yl)methyl)-1H-benzo[d]imidazol C(#N)C1=CC(=C(COC=2C=C(C=CC2F)C2=C(C=C(C=C2)CC2=NC3=C(N2CC2OCCC2)C=CC=C3)F)C=C1)F